(E)-4-(2-(3-methoxy-2-methylphenyl)-2-(phenylsulfonyl)vinyl)tetrahydro-2H-thiopyran 1,1-dioxide COC=1C(=C(C=CC1)\C(=C/C1CCS(CC1)(=O)=O)\S(=O)(=O)C1=CC=CC=C1)C